5-(benzyloxy)-4-(4-((methylamino)methyl)isoindoline-2-carbonyl)-1,3-phenylenedi(4-toluenesulfonic acid) C(C1=CC=CC=C1)OC=1C(=C(C=C(C1)CC1=CC=C(C=C1)S(=O)(=O)O)CC1=CC=C(C=C1)S(=O)(=O)O)C(=O)N1CC2=CC=CC(=C2C1)CNC